4-[4-(2-amino-1-hydroxyethyl)phenyl]-3-[(4-phenylimidazol-1-yl)methyl]benzonitrile NCC(O)C1=CC=C(C=C1)C1=C(C=C(C#N)C=C1)CN1C=NC(=C1)C1=CC=CC=C1